(2S)-3-(3,4-dihydroxy-phenyl)-2-hydrazino-2-methylpropanoic acid OC=1C=C(C=CC1O)C[C@](C(=O)O)(C)NN